C[C@](CO)([C@@H](COP(=O)([O-])OP(=O)([O-])OC[C@@H]1[C@H]([C@H]([C@@H](O1)N2C=CC(=NC2=O)N)O)O)O)OP(=O)([O-])[O-] 4-diphosphocytidyl-2-C-methylerythritol 2-phosphate